(S)-N-(1-ethoxy-2,2-difluoroethyl)-2-methylpropan-2-sulfinamide C(C)OC(C(F)F)N[S@@](=O)C(C)(C)C